FC1(CCC(CC1)NC=1N=CC2=C(N1)NC=C2C2=CC=C1C(CC(OC1=C2)(C)C)=O)F 7-(2-((4,4-difluorocyclohexyl)amino)-7H-pyrrolo[2,3-d]pyrimidin-5-yl)-2,2-dimethylchroman-4-one